tert-butyl (1R,5S)-1-[2-[4-(3-chloro-2-fluoro-anilino)-6-[[(E)-4-morpholinobut-2-enoyl]amino]quinazolin-7-yl]ethynyl]-3-azabicyclo[3.1.0]hexane-3-carboxylate ClC=1C(=C(NC2=NC=NC3=CC(=C(C=C23)NC(\C=C\CN2CCOCC2)=O)C#C[C@@]23CN(C[C@H]3C2)C(=O)OC(C)(C)C)C=CC1)F